CC1(OC[C@@H](O1)C(=O)N1CCC(CC1)[C@@H](NS(=O)C(C)(C)C)C1=C(C(=C(C=C1O)Cl)Cl)Cl)C N-((R)-(1-((R)-2,2-dimethyl-1,3-dioxolane-4-carbonyl)piperidin-4-yl)(2,3,4-trichloro-6-hydroxyphenyl)methyl)-2-methylpropane-2-sulfinamide